tert-butyl ((trans)-4-((((trans)-4-(3-((E)-3-ethoxyacryloyl)ureido)cyclohexyl)methyl)(ethyl)amino)cyclohexyl)carbamate C(C)O/C=C/C(=O)NC(N[C@@H]1CC[C@H](CC1)CN([C@@H]1CC[C@H](CC1)NC(OC(C)(C)C)=O)CC)=O